CC(C)(C(C)C)N[C@@H]1CN(CC1)C1=CC=C(N=N1)C1=CC2=C(N=C(O2)C)C=C1O 6-{6-[(3S)-3-[(2,3-dimethylbutan-2-yl)amino]pyrrolidin-1-yl]pyridazin-3-yl}-2-methyl-1,3-benzoxazol-5-ol